CC(C(=O)O)C(=O)C=1SC=C(C1)C1=CNC2=C(C=CC=C12)F 2-methyl-3-(4-(7-fluoro-1H-indol-3-yl)thiophen-2-yl)-3-oxopropanoic acid